C(C)OC1(OCCC1)C 2-ethoxy-2-methyl-tetrahydrofuran